OCCCNC=1C=CC=2N(N1)C(=CN2)C=2C=CC1=C(C=C(O1)C(=O)O)C2 5-(6-((3-hydroxypropyl)amino)imidazo[1,2-b]pyridazin-3-yl)benzofuran-2-carboxylic acid